thyminol N1C(=O)NC(=O)C(CO)=C1